8-fluoro-2-methyl-2,5-dihydro-4H-pyrazolo[4,3-c]quinolin-4-one FC1=CC=2C=3C(C(NC2C=C1)=O)=CN(N3)C